(+/-)-trans-methyl 3-((2-(5-fluoro-1-tosyl-1H-pyrrolo[2,3-b]pyridin-3-yl)quinazolin-4-yl)amino)bicyclo[2.2.2]octane-2-carboxylate FC=1C=C2C(=NC1)N(C=C2C2=NC1=CC=CC=C1C(=N2)NC2C(C1CCC2CC1)C(=O)OC)S(=O)(=O)C1=CC=C(C)C=C1